C(CCC)C(C(=O)OCCCCCCO)CCCCCC hydroxyhexyl 2-butyloctanoate